4-azaspiro[2.5]octane-4-carboxylic acid tert-butyl ester C(C)(C)(C)OC(=O)N1C2(CC2)CCCC1